CNC(=O)C1=C(C2=C(O1)C1=CC=CC=C1C(C2=O)=O)C N,3-dimethyl-4,5-dioxo-4,5-dihydronaphtho[1,2-b]furan-2-carboxamide